P(=O)(O)(O)OCC(C(=O)[O-])O L-3-phosphoglycerate